5-(4-(2-aminoethyl)piperazin-1-yl)-2-(2,6-dioxopiperidin-3-yl)-6-fluoroisoindoline-1,3-dione NCCN1CCN(CC1)C=1C=C2C(N(C(C2=CC1F)=O)C1C(NC(CC1)=O)=O)=O